C(C)N1C(=C(C=2N=C(NC(C21)=O)C2=C(C=CC(=C2)S(=O)(=O)N2CCC(CC2)CCO)OCCC)CCC)/C=N/O (E)-5-ethyl-2-(5-((4-(2-hydroxyethyl)piperidin-1-yl)sulfonyl)-2-propoxyphenyl)-4-oxo-7-propyl-4,5-dihydro-3H-pyrrolo[3,2-d]pyrimidine-6-carbaldehyde oxime